(S)-N-(4-(8-amino-5-methyl-3-(trideuteriomethyl)imidazo[1,5-a]pyrazin-1-yl)-3-methylphenyl)-2-(3-fluorophenyl)-2-hydroxyacetamide NC=1C=2N(C(=CN1)C)C(=NC2C2=C(C=C(C=C2)NC([C@@H](O)C2=CC(=CC=C2)F)=O)C)C([2H])([2H])[2H]